6-isopropoxy-2-(prop-1-en-2-yl)-3-(trifluoromethyl)aniline C(C)(C)OC1=CC=C(C(=C1N)C(=C)C)C(F)(F)F